ClC=1C(=NC=CC1C1=C(C(=CC=C1)C1=NC(=C(C=C1)C=1NCCN1)OC)Cl)C1=CC(=C(CNC[C@@H](CC(=O)OC(C)C)O)C=C1)OC isopropyl (R)-4-((4-(3-chloro-4-(2-chloro-3-(5-(4,5-dihydro-1H-imidazol-2-yl)-6-methoxypyridin-2-yl)phenyl)pyridin-2-yl)-2-methoxybenzyl)amino)-3-hydroxybutanoate